(R)-azaspiro[2.4]heptane N1CC12CCCC2